NC1=NC(=C2N=CN(C2=N1)CC(=O)NC1=CC(=NN1C)C(F)(F)F)OC 2-(2-amino-6-methoxy-9H-purin-9-yl)-N-(1-methyl-3-(trifluoromethyl)-1H-pyrazol-5-yl)acetamide